FC1=C(C=CC(=C1)O)C1=NC=2C(=C3C(=NC2)N(C=C3)S(=O)(=O)C3=CC=CC=C3)N1[C@@H]1CC[C@H](CC1)C#N trans-4-(2-(2-fluoro-4-hydroxyphenyl)-6-(phenylsulfonyl)imidazo[4,5-d]Pyrrolo[2,3-b]Pyridin-1(6H)-yl)cyclohexanecarbonitrile